NC1=NC(=C2N=CN(C2=N1)CC(=O)NC1=CC(=NN1CCO)C1=CC=CC=C1)Cl 2-(2-amino-6-chloro-9H-purin-9-yl)-N-(1-(2-hydroxyethyl)-3-phenyl-1H-pyrazol-5-yl)acetamide